N1(CCOCC1)C1=CC=C(C=C1)C1=NC2=C(N1)C=CC(=C2)C#N 2-(4-morpholin-4-yl-phenyl)-1H-benzimidazole-5-carbonitrile